C(C1=CC=CC=C1)OC1=C(C=C(\C=C/2\C(NC3=C(S2)C=CC(=C3)S(=O)(=O)CC3=C(C=CC=C3C)C)=O)C=C1)[N+](=O)[O-] (Z)-2-(4-(benzyloxy)-3-nitrobenzylidene)-6-((2,6-dimethylbenzyl)sulfonyl)-2H-benzo[b][1,4]thiazin-3(4H)-one